ClC=1C=CC(=NC1)C=1C=C(CN2CCN(CC2)CC=2C=C3CN(C(C3=CC2)=O)C2C(NC(CC2)=O)=O)C=CC1 3-(5-((4-(3-(5-chloropyridin-2-yl)benzyl)piperazin-1-yl)methyl)-1-oxoisoindolin-2-yl)piperidine-2,6-dione